6-Bromo-4-hydroxy-3-nitro-1H-quinolin-2-one BrC=1C=C2C(=C(C(NC2=CC1)=O)[N+](=O)[O-])O